6,7-dimethoxy-3-oxo-1,3-dihydronaphtho[2,3-c]furan-4-yl trifluoromethanesulfonate FC(S(=O)(=O)OC1=C2C=C(C(=CC2=CC=2COC(C21)=O)OC)OC)(F)F